ClC1=C(C(=NC(=N1)N1C(=NC2=C1C=C(C=C2)F)C)NC2=CC=C(C=C2)OC)F 6-chloro-5-fluoro-2-(6-fluoro-2-methyl-1H-benzo[d]imidazol-1-yl)-N-(4-methoxyphenyl)pyrimidin-4-amine